octafluoro-3,6-dioxa-1,8-octanediol FC(C(OC(C(O)(F)F)(F)F)(F)F)(OCCO)F